(S)-N-(4-aminobut-2-yn-1-yl)-2-(4-(4-chlorophenyl)-2,3,9-trimethyl-6H-thieno[3,2-f][1,2,4]triazolo[4,3-a][1,4]diazepin-6-yl)acetamide hydrochloride Cl.NCC#CCNC(C[C@H]1C=2N(C3=C(C(=N1)C1=CC=C(C=C1)Cl)C(=C(S3)C)C)C(=NN2)C)=O